(S)-4-(1-(3-(difluoromethyl)-5-(4-fluoro-3-(prop-1-yn-1-yl)phenoxy)-1-methyl-1H-pyrazole-4-carboxamido)ethyl)benzoic acid FC(C1=NN(C(=C1C(=O)N[C@@H](C)C1=CC=C(C(=O)O)C=C1)OC1=CC(=C(C=C1)F)C#CC)C)F